COCCCNC1=CC(=NC=N1)NC1=CC(=C2C(=[N+]1[O-])C1(NC2=O)CCCCC1)C 2'-((6-((3-methoxypropyl)amino)pyrimidin-4-yl)amino)-4'-methyl-5'-oxo-5',6'-dihydrospiro[cyclohexane-1,7'-pyrrolo[3,4-b]pyridine] 1'-oxide